5,6-dihydropyridazine N1=NC=CCC1